C(C)(C)(C)C1=C(C(=CC(=C1)CC)C)O 2-(tert-butyl)-4-ethyl-6-methylphenol